ClC1=C(C2=C(C(=N1)NC(C)C)C(=NN2C2CC2)C2[C@H]1CN(C[C@@H]21)C(=O)OC(C)(C)C)F tert-butyl (1R,5S,6r)-6-(6-chloro-1-cyclopropyl-7-fluoro-4-(isopropylamino)-1H-pyrazolo[4,3-c]pyridin-3-yl)-3-azabicyclo[3.1.0]hexane-3-carboxylate